5,10,15,20-tetraphenylporphyrin manganese chloride [Cl-].[Mn+2].C1(=CC=CC=C1)C=1C2=CC=C(N2)C(=C2C=CC(C(=C3C=CC(=C(C=4C=CC1N4)C4=CC=CC=C4)N3)C3=CC=CC=C3)=N2)C2=CC=CC=C2.[Cl-]